CN(CC#CC(=O)NC1=C(C=C(C(=C1)NC1=NC=CC(=N1)C1=CC=C2N1C=CN=C2C)OC)N(CCNC)C)C 4-(dimethylamino)-N-(4-methoxy-2-(methyl(2-(methylamino)ethyl)amino)-5-((4-(1-methyl-pyrrolo[1,2-a]pyrazin-6-yl)pyrimidin-2-yl)amino)phenyl)but-2-ynamide